ClC=1C=C(C=CC1C1CCCCC1)C(CCNCCC1CCCCC1)O 1-(3-chloro-4-cyclohexylphenyl)-3-(cyclohexylethylamino)propan-1-ol